C(C=C)(=O)N1C[C@@H]2N(C(C1)C1=CC(=NC(=C1)Cl)C1=CC(=NC=N1)C(=O)NC)C(CC2)=O 6-(4-((8aR)-2-acryloyl-6-oxooctahydropyrrolo[1,2-a]pyrazin-4-yl)-6-chloropyridin-2-yl)-N-methyl-pyrimidine-4-carboxamide